[3H]-pyrido[3,4-f][1,4]-benzoxazine N1=CCOC2=C1C1=C(C=C2)C=CN=C1